4-amino-N-(2,2-difluoroethyl)-8-(4-methoxy-3-pyridinyl)-2-oxo-1H-quinoline-3-carboxamide NC1=C(C(NC2=C(C=CC=C12)C=1C=NC=CC1OC)=O)C(=O)NCC(F)F